FC(C1=NN(C=C1C=O)C)F 3-(difluoromethyl)-1-methyl-1H-pyrazole-4-carbaldehyde